ClC1=CC=C(C=N1)NC(CC1CCN(CC1)C)=O N-(6-Chloro-pyridin-3-yl)-2-(1-methyl-piperidin-4-yl)-acetamide